[O-]CCC.C(CC)[Al+]CCC di-n-propylaluminum n-propoxide